(S)-(1-{2-[1-(4-fluorophenyl)ethylamino]-6-(pyrazin-2-ylamino)pyrimidin-4-yl}azetidin-3-yl)(piperidin-1-yl)methanone FC1=CC=C(C=C1)[C@H](C)NC1=NC(=CC(=N1)N1CC(C1)C(=O)N1CCCCC1)NC1=NC=CN=C1